C(C1=CC=CC=C1)(=O)[O-].[K+].C(C=C)(=O)N acrylamide potassium benzoate